C(O)([O-])=O.C(C)[N+](CC)(CC)CC tetraethylammonium hydrogencarbonate